C(CC(=O)O)(=O)O malonic acid